[C@@H]1([C@H](O)[C@H](O)[C@H](O1)CO)C1=NC(N=CC=C1)=O beta-ribofuranosyl-1,3-diazepinone